sodium 2-(dimethoxymethyl)-3-methoxy-3-oxoprop-1-en-1-ol COC(C(=CO)C(=O)OC)OC.[Na]